C(CCC)C=1OC2=C(N1)C=CC(=C2)C(CNC(OC(C)(C)C)=O)=O tert-butyl (2-(2-butylbenzo[d]oxazol-6-yl)-2-oxoethyl)carbamate